1-Methyl-3-[3-methyl-4-[[4-(methylamino)-1-piperidyl]methyl]-2-oxo-benzimidazol-1-yl]piperidine-2,6-dione CN1C(C(CCC1=O)N1C(N(C2=C1C=CC=C2CN2CCC(CC2)NC)C)=O)=O